CC=1C(=NC=CC1)NC(=O)NCCC 1-(3-methylpyridin-2-yl)-3-propyl-urea